6-bromopyrrolo[1,2-b]pyridazin-4-yl trifluoromethanesulfonate FC(S(=O)(=O)OC=1C=2N(N=CC1)C=C(C2)Br)(F)F